ClC=1C(=NC=C(C1)F)C#N 3-chloro-5-fluoropyridine-2-carbonitrile